BrC1=CC=2SCCC3N(C2N=C1)CCN(C3)C(CCOCCC)=O 1-(3-(3-bromo-6,7,7a,8,10,11-hexahydro-9H-pyrazino[1,2-d]pyrido[3,2-b][1,4]thiazepin-9-yl)-3-oxopropoxy)propan